C1(CC1)C1=C(C(=O)OC)C=C(C(=C1)CN1CCC2(CC(N(C2)C2=CC=C(C=C2)C(NCCNC(=O)N)=O)=O)CC1)OCC methyl 2-cyclopropyl-5-ethoxy-4-((3-oxo-2-(4-((2-ureidoethyl)carbamoyl)phenyl)-2,8-diazaspiro[4.5]decan-8-yl)methyl)benzoate